NC=1N=C(C2=C(N1)NC=C2C=O)N 2,4-DIAMINO-7H-PYRROLO[2,3-D]PYRIMIDINE-5-CARBALDEHYDE